FC1=C2C(NC(=NC2=CC(=C1)OCC1CCN(CC1)C1CN(C1)C(=O)C1CCN(CC1)C(=O)OC(C)(C)C)CSC1CCOCC1)=O tert-butyl 4-(3-(4-(((5-fluoro-4-oxo-2-(((tetrahydro-2H-pyran-4-yl)thio)methyl)-3,4-dihydroquinazolin-7-yl)oxy)methyl)piperidin-1-yl)azetidine-1-carbonyl)piperidine-1-carboxylate